(4-chlorophenyl)-3-(1-(cyclopropylsulfonyl)piperidin-4-yl)-8-(pyridin-3-yl)pyrido[3,4-d]pyrimidin-4(3H)-one ClC1=CC=C(C=C1)C=1N(C(C2=C(N1)C(=NC=C2)C=2C=NC=CC2)=O)C2CCN(CC2)S(=O)(=O)C2CC2